1,3-benzothiazole-2-carboximidamide S1C(=NC2=C1C=CC=C2)C(N)=N